C(=O)O.FC=1C=CC2=C(C(=C3CCCN23)C(=O)NC2CC3CCCC(C2)N3C)C1 7-fluoro-N-{9-methyl-9-azabicyclo[3.3.1]nonan-3-yl}-1H,2H,3H-benzo[b]pyrrolizine-9-carboxamide formate